CC1=CC=C(CC(C(=O)C2=CC=C(C=C2)N2CCOCC2)(CC)N(C)C)C=C1 2-(4-methylbenzyl)-2-(dimethylamino)-1-(4-morpholinophenyl)-butan-1-one